1-(3-(2-fluorophenyl)-2-methylquinolin-6-yl)-3-(2-methoxyethyl)urea FC1=C(C=CC=C1)C=1C(=NC2=CC=C(C=C2C1)NC(=O)NCCOC)C